COC1=C(C=CC(=C1)[N+](=O)[O-])N1NC(=NN1C1=CC=C(C=C1)[N+](=O)[O-])C1=C(C=C(C=C1)S(=O)(=O)O)S(=O)(=O)O 2-(2-methoxy-4-nitrophenyl)-3-(4-nitrophenyl)-5-(2,4-disulfophenyl)-2h-tetrazole